C[C@H]1CN(C[C@@H](N1)C)C=1C=2N(C=CC1)C=NC2 8-((3S,5S)-3,5-dimethylpiperazin-1-yl)imidazo[1,5-a]pyridine